C(C=C)(=O)N1C[C@@H](O[C@H](C1)CO)C1=CC(=NC(=C1)Cl)C1=CC(=NC=N1)C(=O)NC 6-(4-((2S,6R)-4-acryloyl-6-(hydroxymethyl)morpholin-2-yl)-6-chloropyridin-2-yl)-N-methylpyrimidine-4-carboxamide